ethyl cinnamate (3-phenylprop-2-enoate) C1(=CC=CC=C1)C=CC(=O)O.C(C=CC1=CC=CC=C1)(=O)OCC